tert-butyl 4-(aminomethyl)-2-(methoxymethyl)piperidine-1-carboxylate NCC1CC(N(CC1)C(=O)OC(C)(C)C)COC